1,3,6-Triaminohexan NCCC(CCCN)N